C(C)(=O)C=1C=CC(=C(C(=O)N)C1)C 5-acetyl-[2-methyl]-benzamide